2-(3-(3,3-difluoro-1-(fluoro(4-methyl-4H-1,2,4-triazol-3-yl)methyl)cyclobutyl)phenyl)-3-oxo-7-(trifluoromethyl)isoindoline-5-carbaldehyde FC1(CC(C1)(C(C1=NN=CN1C)F)C=1C=C(C=CC1)N1CC2=C(C=C(C=C2C1=O)C=O)C(F)(F)F)F